[(1R)-3-[(2R)-2-[[6-[5-[tert-butyl(dimethyl)silyl] oxy-1-tetrahydropyran-2-yl-indazol-3-yl]-2-pyridyl]oxy]propoxy]-1-methyl-propyl] methanesulfonate CS(=O)(=O)O[C@@H](CCOC[C@@H](C)OC1=NC(=CC=C1)C1=NN(C2=CC=C(C=C12)O[Si](C)(C)C(C)(C)C)C1OCCCC1)C